3,6-dimethylolcarbazole C(O)C=1C=CC=2NC3=CC=C(C=C3C2C1)CO